1-(Pyridin-4-yl)-N-((5-(trifluoromethyl)pyridin-2-yl)methyl)ethan-1-amine N1=CC=C(C=C1)C(C)NCC1=NC=C(C=C1)C(F)(F)F